O(S(=O)(=O)C(F)(F)F)C1=CC=C2C=CC(N(C2=C1)C)=O 1-methyl-2-oxo-1,2-dihydroquinolin-7-yl triflate